6-((4-ethylpiperazin-1-yl)methyl)imidazo[2,1-b]thiazole-2-carboxylic acid C(C)N1CCN(CC1)CC=1N=C2SC(=CN2C1)C(=O)O